1,5-Hexadien-3-yne C=CC#CC=C